1-palmitoleoyl-2-oleoyl-sn-glycero-3-phosphoethanolamine C(CCCCCCC\C=C/CCCCCC)(=O)OC[C@@H](OC(CCCCCCC\C=C/CCCCCCCC)=O)COP(=O)(O)OCCN